5-Bromo-3-iodo-1H-pyrazolo[3,4-b]pyridine BrC=1C=C2C(=NC1)NN=C2I